1-(6-Aminopyridin-3-yl)-N-((5-(4-(4,4-difluoropiperidine-1-carbonyl)phenyl)-7-(4-fluorophenyl)-2,7a-dihydrobenzofuran-2-yl)methyl)azetidine-3-carboxamide NC1=CC=C(C=N1)N1CC(C1)C(=O)NCC1OC2C(=C1)C=C(C=C2C2=CC=C(C=C2)F)C2=CC=C(C=C2)C(=O)N2CCC(CC2)(F)F